7-fluoro-6-(1'-isopropyl-[1,4'-bipiperidin]-4-yl)-2-(4-(methylsulfonyl)phenyl)imidazo[1,2-a]pyridine FC1=CC=2N(C=C1C1CCN(CC1)C1CCN(CC1)C(C)C)C=C(N2)C2=CC=C(C=C2)S(=O)(=O)C